N-hexadecyl-2-(3-methoxy-4-(2-propen-1-oxy)-phenyl)-7-methoxy-3,5-bis-(2-propen-1-yloxy)-quinolin-4-one C(CCCCCCCCCCCCCCC)N1C(=C(C(C2=C(C=C(C=C12)OC)OCC=C)=O)OCC=C)C1=CC(=C(C=C1)OCC=C)OC